(S)-8-(difluoromethoxy)-4',4',5'-trifluoro-6-(trifluoromethyl)-3',4'-dihydro-2'H,3H-spiro[imidazo[1,2-a]pyridine-2,1'-naphthalene]-6'-carbonitrile FC(OC=1C=2N(C=C(C1)C(F)(F)F)C[C@@]1(CCC(C3=C(C(=CC=C13)C#N)F)(F)F)N2)F